BrC1=CC=C(C=C1)CCN (R)-4-bromophenylethylamine